6-Bromo-3-{(5-nitrobenzofuran-2-yl)methyl}benzo[d][1,2,3]triazin-4(3H)-one BrC1=CC2=C(N=NN(C2=O)CC=2OC3=C(C2)C=C(C=C3)[N+](=O)[O-])C=C1